C(CCCCCCCCCCCCC)(=O)SCCNC(CCNC([C@@H](C(COP(OP(OC[C@@H]1[C@H]([C@H]([C@@H](O1)N1C=NC=2C(N)=NC=NC12)O)OP(=O)(O)O)(=O)O)(=O)O)(C)C)O)=O)=O Myristyl-CoA